FC1=CC=C(C(=O)NC(C)C2=[NH+]C=3CCCN(C3C=C2)C(C2=NC=CC=C2F)=O)C=C1 2-(1-(4-Fluorobenzamido)ethyl)-5-(3-fluoropicolinoyl)-5,6,7,8-tetrahydro-1,5-naphthyridin-1-ium